ClC=1C=C2C(=CNC2=CC1)CCCNS(=O)(=O)C1=CN=C(S1)NCCCN1CCNCC1 N-(3-(5-Chloro-1H-indol-3-yl)propyl)-2-((3-(piperazin-1-yl)propyl)amino)thiazol-5-sulfonamid